1-(3-methylphenyl)-1,3-butadiene CC=1C=C(C=CC1)C=CC=C